CC1(COC1)CN1N=CC2=CC=C(C=C12)C(=O)OC methyl 1-((3-methyloxetan-3-yl) methyl)-1H-indazole-6-carboxylate